NCC(C=1C=CC2=C(N=CS2)C1)NS(=O)C(C)(C)C N-[2-amino-1-(1,3-benzothiazol-5-yl)ethyl]-2-methyl-propane-2-sulfinamide